(2R,4R)-N-((S)-1-((5-chloro-2-(2H-tetrazol-2-yl)benzyl)amino)-1-oxopropan-2-yl)-4-phenylpyrrolidine-2-carboxamide trifluoroacetate FC(C(=O)O)(F)F.ClC=1C=CC(=C(CNC([C@H](C)NC(=O)[C@@H]2NC[C@H](C2)C2=CC=CC=C2)=O)C1)N1N=CN=N1